4-ethoxy-N,N-diethylhexylaniline C(C)OC(CCCC1=C(N(CC)CC)C=CC=C1)CC